C(C)(C)(C)C=1C=C2C=NN(C(C2=C(C1)F)=O)C1=NC=CC(=C1CO)C=1C=C(C(N(C1)C)=O)NC(=O)[C@H]1CC12CC2 (S)-N-[5-[2-(6-tert-butyl-8-fluoro-1-oxo-phthalazin-2-yl)-3-(hydroxymethyl)-4-pyridinyl]-1-methyl-2-oxo-3-pyridinyl]spiro[2.2]pentane-2-carboxamide